((4S,5S)-5-(2-fluorophenyl)-2,2-diethyl-1,3-dioxolan-4-yl)methanol FC1=C(C=CC=C1)[C@H]1[C@@H](OC(O1)(CC)CC)CO